2-amino-2-[2-(2,2,2-trifluoroethoxy)pyridin-4-yl]ethanol NC(CO)C1=CC(=NC=C1)OCC(F)(F)F